OC1(COC1)C=1C=C(C=CC1)C(=O)N1CCC(CC1)CC1=CC(=CC=C1)C(F)(F)F (3-(3-hydroxyoxetan-3-yl)phenyl)(4-(3-(trifluoromethyl)benzyl)piperidin-1-yl)methanone